2-{[7-amino-4-(1-methyl-1H-indazol-6-yl)-1-oxo-2,3-dihydro-1H-isoindol-2-yl]methyl}-3-chloropropanenitrile NC=1C=CC(=C2CN(C(C12)=O)CC(C#N)CCl)C1=CC=C2C=NN(C2=C1)C